2,7-diiodo-9,9-dimethylacridine IC1=CC=2C(C3=CC(=CC=C3NC2C=C1)I)(C)C